tert-butyl (2-chloro-6-((2S,3S)-3-(hydroxymethyl)-N-methyl-1-(6-methyl-4-(trifluoromethyl)pyridin-2-yl)-5-oxopyrrolidine-2-carboxamido)phenyl)carbamate ClC1=C(C(=CC=C1)N(C(=O)[C@H]1N(C(C[C@@H]1CO)=O)C1=NC(=CC(=C1)C(F)(F)F)C)C)NC(OC(C)(C)C)=O